FC1=CC=C(CNC2=CC=C(C(=N2)N2CCCC2)NC(CC2=CC(=CC=C2)F)=O)C=C1 N-[6-(4-Fluoro-benzylamino)-2-pyrrolidin-1-yl-pyridin-3-yl]-2-(3-fluoro-phenyl)-acetamide